4-[3-({4-[(6-methoxy-3-methylpyridin-2-yl)carbonyl]piperazin-1-yl}methyl)imidazo[1,2-a]pyridine-2-yl]benzonitrile COC1=CC=C(C(=N1)C(=O)N1CCN(CC1)CC1=C(N=C2N1C=CC=C2)C2=CC=C(C#N)C=C2)C